OC=1C(=C(C(=O)N2CCN(CC2)C(COC2=CC(=C(C(=C2)C)NC(=O)N)C)=O)C=CC1)OC 4-{2-[4-(3-hydroxy-2-methoxybenzoyl)piperazin-1-yl]-2-oxoethoxy}-2,6-dimethylphenylurea